methyl 1-(2-aminoethyl)-4-bromo-5-((4-chlorobenzyl)carbamoyl)-1H-pyrrole-2-carboxylate HCl salt Cl.NCCN1C(=CC(=C1C(NCC1=CC=C(C=C1)Cl)=O)Br)C(=O)OC